C(C)OC1=C(C=C(/C(=N/O)/N)C=C1)F (Z)-4-ethoxy-3-fluoro-N'-hydroxybenzamidine